C(C)(C)(C)OC(=O)N1CC=2N=C(N=C(C2CC1)N1C[C@@H](N(CC1)C(=O)OCC1=CC=CC=C1)CC#N)SC (S)-4-(4-(benzyloxycarbonyl)-3-(cyanomethyl)piperazin-1-yl)-2-(methylthio)-5,6-dihydropyrido[3,4-d]pyrimidine-7(8H)-carboxylic acid tert-butyl ester